FC1=NC(=CC=C1C=1NC2=CC=C(C=C2C1)O)N1CC(C1)CO 2-{2-Fluoro-6-[3-(hydroxymethyl)azetidin-1-yl]pyridin-3-yl}-1H-indol-5-ol